N-(4-(dimethylamino)phenethyl)-4-fluoro-2-(4-((5-(4-(methylsulfonyl)phenyl)pyridin-2-yl)oxy)piperidine-1-carbonyl)benzamide CN(C1=CC=C(CCNC(C2=C(C=C(C=C2)F)C(=O)N2CCC(CC2)OC2=NC=C(C=C2)C2=CC=C(C=C2)S(=O)(=O)C)=O)C=C1)C